2-(N-(1-(1-(2-chloro-3-methoxyphenyl)ethyl)piperidin-4-yl)methylsulfonamido)-N-(2-oxo-2-(prop-2-yn-1-ylamino)ethyl)acetamide ClC1=C(C=CC=C1OC)C(C)N1CCC(CC1)N(S(=O)(=O)C)CC(=O)NCC(NCC#C)=O